C(C)(=O)N1CCC(CC1)(OC)C=1CN(C2=C(C(=NC(=C2C1)N[C@H](C)C1=C(C(=CC=C1)C(F)F)F)C)\C=C/[C@H]1N(CCC1)C)C 3-(1-acetyl-4-methoxypiperidin-4-yl)-5-(((R)-1-(3-(difluoromethyl)-2-fluorophenyl)ethyl)Amino)-1,7-dimethyl-8-((Z)-2-((S)-1-methylpyrrolidin-2-yl)ethenyl)-1,6-naphthyridine